FC=1C=C(C(=C(C1)NC1=C(N=NC(=C1)NC1=NN(C(=C1)C(C)(C)O)C)C(=O)NC([2H])([2H])[2H])OC)C1=NC=CC=N1 4-((5-fluoro-2-methoxy-3-(pyrimidin-2-yl)phenyl)amino)-6-((5-(2-hydroxypropan-2-yl)-1-methyl-1H-pyrazol-3-yl)amino)-N-(methyl-d3)pyridazine-3-carboxamide